2-(5-((2-chloro-3-(trifluoro-methyl)benzyl)carbamoyl)-5,6,7,8-tetrahydroquinolin-8-yl)acetic acid ClC1=C(CNC(=O)C2C=3C=CC=NC3C(CC2)CC(=O)O)C=CC=C1C(F)(F)F